NC1=CC=C(C(=C1C(=O)N(C)C)F)Br 6-amino-2-fluoro-3-bromo-N,N-dimethylbenzamide